CCCCCCC/C=C\CCCCCCCC(=O)OC[C@H](COP(=O)(O)OC[C@@H](C(=O)O)N)OC(=O)CCCCCCC/C=C\CCCC 1-(9Z-heptadecenoyl)-2-(9Z-tetradecenoyl)-glycero-3-phosphoserine